O=C1N(CCC(N1)=O)C=1C=C(C=CC1C)C1=CC=C(C=C1)C=O 3'-(2,4-dioxotetrahydropyrimidin-1(2H)-yl)-4'-methyl-[1,1'-biphenyl]-4-carbaldehyde